2,3,4,5,6-pentafluoro-N-(4-(8-(1-methyl-6-(trifluoromethyl)-1H-benzo[d]imidazol-5-yl)indolizine-3-carbonyl)phenyl)benzenesulfonamide FC1=C(C(=C(C(=C1F)F)F)F)S(=O)(=O)NC1=CC=C(C=C1)C(=O)C1=CC=C2C(=CC=CN12)C1=CC2=C(N(C=N2)C)C=C1C(F)(F)F